CCCCC/C=C\\C/C=C\\C/C=C\\C/C=C\\CCCCCCCCCCCCCCCCCCCCCC(=O)[O-] The molecule is an octatriacontatetraenoate that is the conjugate base of (23Z,26Z,29Z,32Z)-octatriacontatetraenoic acid, obtained by deprotonation of the carboxy group; major species at pH 7.3. It is a conjugate base of a (23Z,26Z,29Z,32Z)-octatriacontatetraenoic acid.